6-Amino-3-(3-(5-amino-3-methyl-1H-1,2,4-triazol-1-yl)-4'-chloro-1',2'-dihydrospiro[cyclopentane-1,3'-pyrrolo[2,3-b]pyridin]-5'-yl)-2-fluoro-N,N-dimethylbenzamide NC1=CC=C(C(=C1C(=O)N(C)C)F)C=1C(=C2C(=NC1)NCC21CC(CC1)N1N=C(N=C1N)C)Cl